C1(CCC1)OC=1C=C(C=C(C1)F)N1CC2=CC(=C(C=C2CC1)CCC(=O)O)F 3-(2-(3-cyclobutoxy-5-fluorophenyl)-7-fluoro-1,2,3,4-tetrahydroisoquinolin-6-yl)propionic acid